C1(CC1)C=1N=NN(C1)[C@H](C(=O)N1[C@@H](C[C@H](C1)O)C(=O)NCCC=1C=NC=NC1)C(C)(C)C (2S,4r)-1-[(2S)-2-(4-cyclopropyl-triazol-1-yl)-3,3-dimethyl-butyryl]-4-hydroxy-N-(2-pyrimidin-5-ylethyl)pyrrolidine-2-carboxamide